1-[(2R,4S)-1-acetyl-2-methylpiperidin-4-yl]-4-chloro-N-[3-methyl-5-(phenylethynyl)pyridin-2-yl]-1H-pyrazole-5-carboxamide C(C)(=O)N1[C@@H](C[C@H](CC1)N1N=CC(=C1C(=O)NC1=NC=C(C=C1C)C#CC1=CC=CC=C1)Cl)C